1,4-phenylenebis(methylphosphinic acid) aluminum [Al].C1(=CC=C(C=C1)P(O)(=O)C)P(O)(=O)C